N-(4-(4-(2-(4,4-difluoropiperidin-1-yl)-5-fluoropyrimidin-4-yl)-1H-pyrazol-1-yl)-3-(6-Azaspiro[2.5]octane-6-yl)phenyl)-2-hydroxyethane-1-sulfonamide FC1(CCN(CC1)C1=NC=C(C(=N1)C=1C=NN(C1)C1=C(C=C(C=C1)NS(=O)(=O)CCO)N1CCC2(CC2)CC1)F)F